N1(N=CN=C1)CCC1(CC(=CC=C1C1=CC=NN1)NC1=CC=CC=C1)N 3-(2-(1H-1,2,4-triazol-1-yl)ethyl)-N1-Phenyl-4-(1H-pyrazol-5-yl)benzene-1,3-diamine